(1S)-3-OXO-CYCLOPENTANEACETIC ACID O=C1C[C@H](CC1)CC(=O)O